(Z)-2-(2-Ethyl-5-fluoro-1-(4-(4-fluorophenoxy)benzylidene)-1H-inden-3-yl)acetic acid C(C)C=1/C(/C2=CC=C(C=C2C1CC(=O)O)F)=C/C1=CC=C(C=C1)OC1=CC=C(C=C1)F